CCCCCCCC/C=C\\CCCCCCCCCC(=O)OC[C@@H](COC(=O)CCCCCCC/C=C\\CCCCCCCC)OC(=O)CCCCCCC/C=C\\CCCCCCCC The molecule is a triacyl-sn-glycerol in which the acyl groups at positions 1 and 2 are specified as oleoyl while that at position 3 is specified as (11Z)-icosenoyl. It has a role as a human blood serum metabolite. It is a triacylglycerol 56:3 and a triacyl-sn-glycerol.